NC1=CC(=C(C(=N1)C)CNC1=NC=NC(=C1)NCC=1N=C2N(C=C(C=C2)C2CC2)C1)C N4-((6-amino-2,4-dimethylpyridin-3-yl)methyl)-N6-((6-cyclopropylimidazo[1,2-a]pyridin-2-yl)methyl)pyrimidine-4,6-diamine